6-cyano-3-(4-fluoro-2-methyl-phenoxy)-5-methyl-[3-(methylsulfonyl)phenyl]Pyridazine-4-carboxamide C(#N)C1=C(C(=C(N=N1)OC1=C(C=C(C=C1)F)C)C(=O)NC1=CC(=CC=C1)S(=O)(=O)C)C